BrC=1C(=NC=CC1)F 3-bromo-2-fluoro-pyridine